((4-fluorobenzoyl)oxy)(6-cyanopyridine-3-carboxamide) FC1=CC=C(C(=O)OC2=NC(=CC=C2C(=O)N)C#N)C=C1